ClC=1C(=NC(=NC1)NC1=CC(=C(C=C1OC(C)C)C1CCN(CC1)CC1=C(C=C(C=C1)N1C(NC(CC1)=O)=O)F)C)NC1=C(C=CC=C1)S(=O)(=O)C(C)C 1-(4-((4-(4-((5-chloro-4-((2-(isopropylsulfonyl)phenyl)amino)pyrimidin-2-yl)amino)-5-isopropoxy-2-methylphenyl)piperidin-1-yl)methyl)-3-fluorophenyl)dihydropyrimidine-2,4(1H,3H)-dione